1-((1-(2-methoxyethoxy)cycloheptyl)methyl)-5-methyl-1H-pyrrole-2-carbonitrile COCCOC1(CCCCCC1)CN1C(=CC=C1C)C#N